C(C1=CC=CO1)OCl.[Ti] Titanium furfuryl-oxy chloride